(E)-2-((Z)-benzylidene)benzofuran C(/C1=CC=CC=C1)=C\1/OC2=C(C1)C=CC=C2